COC([C@@H](NC(=O)OC(C)(C)C)CCC(=O)OC)=O N-Boc-glutamic acid dimethyl ester